9H-Fluoren-9-ylmethyl (2R,4R)-2-(chlorocarbonyl)-4-fluoropyridine-1-carboxylate ClC(=O)[C@@H]1N(C=CC(=C1)F)C(=O)OCC1C2=CC=CC=C2C=2C=CC=CC12